1-(6-bromo-3-pyridyl)-4-methylpiperazine BrC1=CC=C(C=N1)N1CCN(CC1)C